C(C1=CC=CC=C1)N(C1CCC(CC1)N1CC(C1)C(F)F)CC1=CC=CC=C1 (1r,4r)-N,N-Dibenzyl-4-(3-(difluoromethyl)azetidin-1-yl)cyclohexan-1-amine